C[C@@H]1CN(C[C@@H](O1)C)S(=O)(=O)C1=CC=C(C=C1)NC(NCC=1C=NC=CC1)=O |o1:1,5| rel-3-{4-[(2R,6S)-2,6-dimethylmorpholine-4-sulfonyl]phenyl}-1-(pyridin-3-ylmethyl)urea